CC(CC(C)C)=NNC(C1=NC=CC(=C1)Cl)=O N'-(1,3-dimethylbutylidene)-4-chloropicolinic acid hydrazide